FC1=CC=C(C=C1)C1=C(CCC(C1)(C)C)CN1CC2CCC(C1)N2CC=2C=C1CN(C(C1=CC2)=O)C2C(NC(CC2)=O)=O 3-(5-((3-((4'-fluoro-5,5-dimethyl-3,4,5,6-tetrahydro-[1,1'-biphenyl]-2-yl)methyl)-3,8-diazabicyclo[3.2.1]octane-8-yl)methyl)-1-oxoisoindolin-2-yl)piperidine-2,6-dione